NC1=C(C(=O)NCC=2SC(=CC2)C(CSC2=NC(=NC3=CC=C(C=C23)OC)C)=O)C=CC=N1 2-amino-N-((5-(2-((6-methoxy-2-methylquinazolin-4-yl)thio)acetyl)thiophen-2-yl)methyl)nicotinamide